N,1-dimethyl-3-nitro-1H-pyrazole-5-carboxamide CNC(=O)C1=CC(=NN1C)[N+](=O)[O-]